ClC=1C=C(C=CC1C(=O)N1CCCCC1)NC1CN(C1)C1CCN(CC1)C(C(C(F)(F)F)(C1=CC=CC=C1)O)=O 1-(4-(3-(3-chloro-4-(piperidine-1-carbonyl)phenylamino)azetidin-1-yl)piperidin-1-yl)-3,3,3-trifluoro-2-hydroxy-2-phenylpropan-1-one